CC1=C(C=C(C=C1)NC(NC1=CC=CC=C1)=O)NC(NC(C)C)=O 3-(4-methyl-3-[(propan-2-yl)carbamoylamino]-phenyl)-1-phenylurea